C1=NC=C(C2=CC=CC=C12)N[C@H](C(=O)O)CCC(C)(C)C (S)-2-(isoquinolin-4-ylamino)-5,5-dimethylhexanoic acid